C(C)(C)(C)C=1OC(=C(N1)C1=CC=C(C=C1)F)C1=CC=C2C(=N1)N(C(=N2)N)CC(C)C 5-[2-tert-butyl-4-(4-fluorophenyl)oxazol-5-yl]-3-isobutyl-3H-imidazo[4,5-b]pyridin-2-ylamine